(+/-)-7-chloro-4,4-dimethyl-2,3,4,5-tetrahydro-1H-azepine-1-carbaldehyde ClC1=CCC(CCN1C=O)(C)C